(3R)-2-(3,4-Dichlorobenzoyl)-3-methyl-9-[(1H-pyrazol-3-yl)methyl]-1,2,3,4,8,9-hexahydro-pyrido[4',3':3,4]pyrazolo[1,5-a]pyrazin-10(7H)-one ClC=1C=C(C(=O)N2CC=3C(=NN4C3C(N(CC4)CC4=NNC=C4)=O)C[C@H]2C)C=CC1Cl